FC(C=1C=CC(=C(C1)O)C1=C2C(=C(N=N1)N[C@@H]1COC(C1)(C)C)C=NC=C2)F (S)-5-(difluoromethyl)-2-(4-((5,5-dimethyltetrahydrofuran-3-yl)amino)pyrido[3,4-d]pyridazin-1-yl)phenol